COCC1=C(C=NN1COCC[Si](C)(C)C)C1=CC=C(C(=O)OC)C=C1 methyl 4-[5-(methoxymethyl)-1-{[2-(trimethylsilyl)ethoxy]methyl}pyrazol-4-yl]benzoate